ClC1=CC=C2C(=N1)OC[C@@H](C2)NC(OCC2=CC=CC=C2)=O benzyl (R)-(7-chloro-3,4-dihydro-2H-pyrano[2,3-b]pyridin-3-yl)carbamate